COC1=C(C=CC(=C1)OC)CNC 1-(2,4-dimethoxyphenyl)-N-methylmethanamine